C(CS)(=O)OCC(COC(CS)=O)(COC(CS)=O)CO pentaerythritol tristhioglycolate